ethyl (1S,3S,4S)-4-(((S)-tert-butylsulfinyl)amino)-3-chlorocyclohexane-1-carboxylate C(C)(C)(C)[S@](=O)N[C@@H]1[C@H](C[C@H](CC1)C(=O)OCC)Cl